2-(3-Aminopropylamino)-ethanethiol NCCCNCCS